C(C)(C)(C1=CC=CC=C1)C(COC)COC 2-cumyl-1,3-dimethoxypropane